5-((6-(4-(Dimethylamino)piperidin-1-yl)imidazo[1,2-b]pyridazin-3-yl)ethynyl)-N-(4-((4-methylpiperazin-1-yl)methyl)-3-(trifluoromethyl)phenyl)nicotinamide CN(C1CCN(CC1)C=1C=CC=2N(N1)C(=CN2)C#CC=2C=NC=C(C(=O)NC1=CC(=C(C=C1)CN1CCN(CC1)C)C(F)(F)F)C2)C